methyl (S)-4-(1-(2-(4-fluorophenethyl)-5,7-dihydro-4H-thieno[2,3-c]pyran-3-carboxamido)ethyl)benzoate FC1=CC=C(CCC2=C(C3=C(COCC3)S2)C(=O)N[C@@H](C)C2=CC=C(C(=O)OC)C=C2)C=C1